2-(4-piperidinyl)-6H-1,6-naphthyridin-5-one N1CCC(CC1)C1=NC=2C=CNC(C2C=C1)=O